4-((1-methylpiperidin-4-yl)amino)-6-oxo-1,6-dihydropyridine-3-carboxamide CN1CCC(CC1)NC=1C(=CNC(C1)=O)C(=O)N